O[C@H]1C[C@H](C1)OC1=CC(=C2C(=N1)C(=CS2)C(=O)NC)C(F)(F)F 5-(cis-3-hydroxycyclobutoxy)-N-methyl-7-(trifluoromethyl)thieno[3,2-b]pyridine-3-carboxamide